BrCCCCC(C(=O)N)(C)C 6-bromo-2,2-dimethylcaproamide